BrC=1C(=C(C(=O)NC2=CC=NN2CC2=CC=C(C=C2)OC)C=C(C1)C)I 3-bromo-2-iodo-N-(1-(4-methoxybenzyl)-1H-pyrazol-5-yl)-5-methylbenzamide